CC1(C\C(\C=C(C1)NCC(=O)OCC)=N/C1=CC=C(C=C1)C1=CC=CC=C1)C ethyl 2-[[(3E)-5,5-dimethyl-3-(4-phenylphenyl)imino-cyclohexen-1-yl]amino]acetate